5-(6-(4-methoxyphenyl)pyrazolo[1,5-a]pyrimidin-3-yl)quinolone ethyl-2-((3-(4-(((2S,3R)-3-(benzyloxy)pyrrolidin-2-yl)methoxy)cyclohex-1-en-1-yl)-4-methylpyridin-2-yl)oxy)acetate C(C)OC(COC1=NC=CC(=C1C1=CCC(CC1)OC[C@@H]1NCC[C@H]1OCC1=CC=CC=C1)C)=O.COC1=CC=C(C=C1)C=1C=NC=2N(C1)N=CC2C2=C1C=CC(NC1=CC=C2)=O